C(#N)C1=C(OC=2C=C3C(N(C=NC3=CC2)CCCC2=CC=C(C=C2)CN(C(OC(C)(C)C)=O)C)=O)C(=CC=C1NS(=O)(=O)C1CCCC1)F tert-butyl N-[[4-[3-[6-[2-cyano-3-(cyclopentylsulfonylamino)-6-fluoro-phenoxy]-4-oxo-quinazolin-3-yl]propyl]phenyl]methyl]-N-methyl-carbamate